C1(=CC=CC=C1)[C@@H]1N=C(OC1)C1=NC(=CC=C1)C1=CC=CC=C1 (S)-4-phenyl-2-(6-phenylpyridin-2-yl)-4,5-dihydro-oxazole